N-((5-(5-amino-7-(((3S,4R)-3-fluoro-1-methylpiperidin-4-yl)amino)-3-vinyl-2H-indazol-2-yl)-1,3,4-thiadiazol-2-yl)methyl)cyclopropanecarboxamide NC1=CC2=C(N(N=C2C(=C1)N[C@H]1[C@H](CN(CC1)C)F)C1=NN=C(S1)CNC(=O)C1CC1)C=C